tert-Butyl ((3R,4R)-1-(1-(2-(3-cyanoazetidin-1-yl)-2-oxoethyl)-5,6-difluoro-1H-benzo[d]imidazol-2-yl)-4-fluoropiperidin-3-yl)carbamate C(#N)C1CN(C1)C(CN1C(=NC2=C1C=C(C(=C2)F)F)N2C[C@H]([C@@H](CC2)F)NC(OC(C)(C)C)=O)=O